1-methyl-5-(trifluoromethyl)-1H-pyrazol-4-amine CN1N=CC(=C1C(F)(F)F)N